CN(C1CN(C1)C=1OC2=C(C=C(C=C2C(C1)=O)C)C(C)NC1=C(C(=O)O)C=CC=C1)C 2-[1-[2-[3-(Dimethylamino)azetidin-1-yl]-6-methyl-4-oxo-chromen-8-yl]ethylamino]benzoic acid